(R)-N-(1-(5-fluoro-2-methyl-4-(4,4,5,5-tetramethyl-1,3,2-dioxaborolan-2-yl)phenyl)ethyl)-3-(1-methylcyclopropyl)-1,2,4-oxadiazole-5-carboxamide FC=1C(=CC(=C(C1)[C@@H](C)NC(=O)C1=NC(=NO1)C1(CC1)C)C)B1OC(C(O1)(C)C)(C)C